C(C)(C)NC(O[C@H]1C[C@H](CC1)C1=CC(=NN1)NC(=O)C1=CC(=NN1C)C1=C(C(=CC=C1F)O)C=O)=O (1R,3S)-3-(3-(3-(6-fluoro-2-formyl-3-hydroxyphenyl)-1-methyl-1H-pyrazole-5-carboxamido)-1H-pyrazol-5-yl)cyclopentyl isopropylcarbamate